BrC=1C=C(C2=CC=CC=C2C1)N(C(=O)OC(C)(C)C)C(=O)OC(C)(C)C di-tert-butyl (3-bromo-1-naphthyl)-2-imidodicarbonate